5-chloro-N-(5-chloro-1-methyl-1H-pyrazol-4-yl)-7-methyl-7H-pyrrolo[2,3-d]pyrimidin-2-amine ClC1=CN(C=2N=C(N=CC21)NC=2C=NN(C2Cl)C)C